C1(CCCC1)N1C(N(C=2C1=C1C(=NC2)NC(=C1C1=CCC(CC1)OC)C1=CC=C(C=C1)CN1CCC(CC1)S(=O)(=O)C)C)=O 1-cyclopentyl-8-(4-methoxycyclohex-1-en-1-yl)-3-methyl-7-(4-((4-(methylsulfonyl)piperidin-1-yl)methyl)phenyl)-3,6-dihydroimidazo[4,5-d]pyrrolo[2,3-b]pyridin-2(1H)-one